N-(1-(1-(((2S,3S)-2-ethoxy-5-oxotetrahydrofuran-3-yl)carbamoyl)cyclopropyl)-2-oxo-1,2-dihydropyridin-3-yl)-3-fluoro-4-methoxybenzamide C(C)O[C@H]1OC(C[C@@H]1NC(=O)C1(CC1)N1C(C(=CC=C1)NC(C1=CC(=C(C=C1)OC)F)=O)=O)=O